2-(1-(N-((1S)-2-(6-fluoro-2,3-dimethylphenyl)-1-(5-oxo-4,5-dihydro-1,3,4-oxadi-azol-2-yl)propyl)sulfamoyl)-piperidin-4-yl)-N-methyl-acetamide FC1=CC=C(C(=C1C([C@@H](C=1OC(NN1)=O)NS(=O)(=O)N1CCC(CC1)CC(=O)NC)C)C)C